C(=CC=C)C1=CC=CC=C1 but-1,3-diene-1-yl-benzene